1-((1-(2,2-difluoroethyl)-1H-imidazol-5-yl)methyl)-2-thioxo-1,2,3,5-tetrahydro-4H-pyrrolo[3,2-d]pyrimidin-4-one FC(CN1C=NC=C1CN1C(NC(C2=C1C=CN2)=O)=S)F